CC1=C(C(=CC(=C1)C)C)[BH2-]C1=C(C=C(C=C1C)C)C.[Li+] lithium bis(2,4,6-trimethylphenyl)borohydride